1-(5-(Benzofuran-5-ylsulfonyl)-3,4,5,6-tetrahydropyrrolo[3,4-c]pyrrol-2(1H)-yl)-2-hydroxy-2-methylpropan-1-one O1C=CC2=C1C=CC(=C2)S(=O)(=O)N2CC1=C(C2)CN(C1)C(C(C)(C)O)=O